[N+](=O)([O-])C=1C=CC(=NC1)C1=CN=CO1 5-nitro-2-(1,3-oxazol-5-yl)pyridine